O=C1N(C[C@@H](C1)CCC)[C@H](C(=O)N)CC (S)-2-((R)-2-oxo-4-propylpyrrolidin-1-yl)butyramide